6-acetoxy-2-(3-iodophenyl)-2,5-dimethylhexanoic acid C(C)(=O)OCC(CCC(C(=O)O)(C)C1=CC(=CC=C1)I)C